C(N)(=O)C(C(=O)N)=C carbamoylacrylamide